dioxolo-[4,5-h]chromen-6-one O1COC=2C=CC=3C(C=COC3C21)=O